(R)-2-(1-(9H-purin-6-ylamino)ethyl)-3-(3-fluorophenyl)-4H-chromen-4-one N1=CN=C2NC=NC2=C1N[C@H](C)C=1OC2=CC=CC=C2C(C1C1=CC(=CC=C1)F)=O